tert-butyl 6-(3-fluoro-7-(4-fluoro-2-methoxyphenyl)thieno[2,3-d]pyridazin-4-yl)-3,4-dihydroisoquinoline-2(1H)-carboxylate FC1=CSC2=C(N=NC(=C21)C=2C=C1CCN(CC1=CC2)C(=O)OC(C)(C)C)C2=C(C=C(C=C2)F)OC